CC(C)COC(=O)C I-butyl acetate